CC1=C(C=C(O)C=C1)O 4-methylresorcinol